C(C1=CC=CC=C1)OC=1C(C=CN2N3C(C4=C(\C=C/CCCN(C(C21)=O)C3)C=CC=C4)C4=CC=CC=C4)=O (Z)-4-(benzyloxy)-16-phenyl-7,8,9,16-tetrahydro-6,17-methanobenzo[k]pyrido[1,2-b][1,2,5]triazacyclotridecine-3,5-dione